4-[2-[(3R)-3-[2-[2-[2-(2-azidoethoxy)ethoxy]ethoxy]ethoxymethyl]-6-methoxy-3,4-dihydro-1H-isoquinolin-2-yl]-2-oxo-ethyl]sulfanyl-5-methyl-1H-pyrimidin-2-one N(=[N+]=[N-])CCOCCOCCOCCOC[C@@H]1N(CC2=CC=C(C=C2C1)OC)C(CSC1=NC(NC=C1C)=O)=O